[N+](=O)([O-])C1=CC=C(COC2=CC=C(C=O)C=C2)C=C1 4-(4-nitro-benzyloxy)-benzaldehyde